O[C@H](C)C=1C(=NC=CC1)C(=O)N ((R)-1-hydroxyethyl)picolinamide